OC1CC2CCC(C1)N2CCCCN2N=CC=C(C2=O)C2=CC=CC=C2 2-(4-(3-hydroxy-8-azabicyclo[3.2.1]oct-8-yl)butyl)-4-phenylpyridazin-3(2H)-one